(R)-N-(4-fluoro-2-methoxy-5-((5-(trifluoromethyl)pyridin-2-yl)-oxy)phenyl)-3-methyl-2-oxooxazolidine-4-carboxamide FC1=CC(=C(C=C1OC1=NC=C(C=C1)C(F)(F)F)NC(=O)[C@@H]1N(C(OC1)=O)C)OC